((2-(2-(tert-butoxy)-2-oxoethyl)-4-chlorophenyl)sulfonylamino)-3-(6-fluoro-2,3-dimethylphenyl)butanoic acid methyl ester COC(C(C(C)C1=C(C(=CC=C1F)C)C)NS(=O)(=O)C1=C(C=C(C=C1)Cl)CC(=O)OC(C)(C)C)=O